C1=CC=CC=2C3=CC=CC=C3C(C12)CNC(O)=O 9-fluorenylmethylcarbamic acid